N[C@H]1CCN(C2=C(N(C1=O)C)C=CC=C2F)CCCO (S)-3-amino-7-fluoro-6-(3-hydroxypropyl)-1-methyl-3,4,5,6-tetrahydrobenzo[b][1,4]diazocin-2(1H)-one